Cl.Cl.CC1=C(C(=O)OC([2H])([2H])C2=CC=C(C=C2)[C@](C(=O)NC=2C=C3C=CN=CC3=CC2)(C([2H])([2H])N)[2H])C=CC(=C1)C (S)-(4-(3-amino-1-(isoquinolin-6-ylamino)-1-oxopropan-2-yl-2,3,3-d3)phenyl)methyl-d2 2,4-dimethylbenzoate dihydrochloride